(3S)-3-(3-chlorophenyl)-3-{[4-(3,6-difluoro-2-methylphenyl)-5-(4-hydroxybenzoyl)-1-methylpyrrol-3-yl]formamido}propenamide ClC=1C=C(C=CC1)C(=CC(=O)N)NC(=O)C1=CN(C(=C1C1=C(C(=CC=C1F)F)C)C(C1=CC=C(C=C1)O)=O)C